5-(4-chloro-1H-pyrazol-1-yl)-1-ethyl-3-iodo-6-(2,4,6-trifluorophenyl)pyridin-2(1H)-one ClC=1C=NN(C1)C=1C=C(C(N(C1C1=C(C=C(C=C1F)F)F)CC)=O)I